C1(CC1)N1C(C2=CC(=CC=C2C1)OC=1C=C2C(CCC2=CC1[N+](=O)[O-])O)=O 2-Cyclopropyl-6-((3-hydroxy-6-nitro-2,3-dihydro-1H-inden-5-yl)oxy)isoindolin-1-one